BrC1=C(C=C2NC(C=3N(C2=C1F)C(=NN3)CC)(C)C)F 8-bromo-1-ethyl-7,9-difluoro-4,4-dimethyl-4,5-dihydro-[1,2,4]triazolo[4,3-a]quinoxaline